C(C=C)(=O)OCCCCCCCCCCC1=C(C(C(=O)O)=CC=C1C(=O)O)C(=O)O acryloyloxydecyl-trimellitic acid